3,5-dicarboxybenzene sodium [Na].C(=O)(O)C=1C=CC=C(C1)C(=O)O